O=C1NC(CCC1N1C(C2=CC=C(C=C2C1=O)N1CCC(CC1)C(=O)NC1CCC(CC1)N1N=C2C=C(C(=CC2=C1)NC(C1=NC(=CC=C1)C(F)(F)F)=O)OC)=O)=O N-(2-((1r,4r)-4-(1-(2-(2,6-dioxopiperidin-3-yl)-1,3-dioxoisoindolin-5-yl)piperidine-4-carboxamido)cyclohexyl)-6-methoxy-2H-indazol-5-yl)-6-(trifluoromethyl)picolinamide